3-(3,3-dimethylbutyryl)-N-(3-hydroxy-1-(4-(4-methylthiazol-5-yl)phenyl)propyl)-6-oxopiperidine-4-carboxamide CC(CC(=O)C1CNC(CC1C(=O)NC(CCO)C1=CC=C(C=C1)C1=C(N=CS1)C)=O)(C)C